(2,4,6-trinitrophenyl)iminoazanium [N+](=O)([O-])C1=C(C(=CC(=C1)[N+](=O)[O-])[N+](=O)[O-])N=[NH2+]